2-(2-chloro-5-(piperazin-1-yl)phenyl)-3-methylimidazo[1,2-a]pyridine hydrochloride Cl.ClC1=C(C=C(C=C1)N1CCNCC1)C=1N=C2N(C=CC=C2)C1C